2,7-difluoroimidazo[1,2-c]quinazolin-5(6H)-one FC=1N=C2N(C(NC=3C(=CC=CC23)F)=O)C1